(R)-1-(4-(4-((1-(3-(difluoromethyl)-2-fluorophenyl)ethyl)amino)-9-(trifluoromethyl)-[1,2,4]triazolo[4',3':1,6]pyrido[2,3-d]pyrimidin-6-yl)-4-hydroxypiperidin-1-yl)ethan-1-one FC(C=1C(=C(C=CC1)[C@@H](C)NC=1C2=C(N=CN1)N1C(C(=C2)C2(CCN(CC2)C(C)=O)O)=NN=C1C(F)(F)F)F)F